NC1=C(C=C(N=N1)C1=C(C=CC=C1)O)N1CC2CCC(C1)N2C2=CC(=NC=C2)C#CCN2C[C@H](CC2)C 2-(6-amino-5-(8-(2-(3-((S)-3-methylpyrrolidin-1-yl)prop-1-yn-1-yl)pyridin-4-yl)-3,8-diazabicyclo[3.2.1]octan-3-yl)pyridazin-3-yl)phenol